2-(4-Methylcyclohexyl)acetyl Chloride CC1CCC(CC1)CC(=O)Cl